COC(=O)C1=C(C2=C(CCO2)C(=C1)Br)N 7-amino-4-bromo-2,3-dihydrobenzofuran-6-carboxylic acid methyl ester